C(C(C)C)N1C[C@@H](N(CC1)CC1=CC=2N(C=C1)N=CC2N2C(NC(CC2)=O)=O)C (S)-1-(5-((4-isobutyl-2-methylpiperazin-1-yl)methyl)pyrazolo[1,5-a]pyridin-3-yl)dihydropyrimidine-2,4(1H,3H)-dione